NCC1=CC=C(S1)S(=O)(=O)N1CC(CC(C1)C1=CC=CC=C1)C(=O)N1CCN(CC1)S(=O)(=O)C (1-((5-(Aminomethyl)thiophen-2-yl)sulfonyl)-5-phenylpiperidin-3-yl)(4-(methylsulfonyl)piperazin-1-yl)methanone